C=C(C(C)OC(CC#N)C)CCC 3-((3-methylenehex-2-yl)oxy)butyronitrile